C(#N)C1CC(C1)OS(=O)(=O)CC 1-ethanesulfonic acid 3-cyanocyclobutyl ester